(5R,7S)-7-((tert-Butyldimethylsilyl)oxy)-4-(cyclopropanecarbonyl)-4-azaspiro[2.4]heptane-5-carbaldehyde [Si](C)(C)(C(C)(C)C)O[C@H]1C[C@@H](N(C12CC2)C(=O)C2CC2)C=O